2,3-dihydro-1H-pyrrol N1CCC=C1